N-(4-piperazin-1-ylcyclohexyl)-5-tetrahydropyran-4-yl-7H-pyrrolo[2,3-d]pyrimidin-4-amine N1(CCNCC1)C1CCC(CC1)NC=1C2=C(N=CN1)NC=C2C2CCOCC2